F[C@H]1CN(CC[C@H]1NC1=CC=CC2=C1SC(=C2CC(F)(F)F)C#CCNC2=C(C=C(C=C2)P(C)(C)=O)C2=NOC=N2)C (4-((3-(7-(((3S,4R)-3-fluoro-1-methylpiperidin-4-yl)amino)-3-(2,2,2-trifluoroethyl)benzo[b]thiophen-2-yl)prop-2-yn-1-yl)amino)-3-(1,2,4-oxadiazol-3-yl)phenyl)dimethylphosphine oxide